tert-butyl N-[3-[10-(benzenesulfonyl)-5-methyl-4-oxo-3,5,8,10-tetrazatricyclo[7.3.0.02,6]dodeca-1,6,8,11-tetraen-3-yl]cyclobutyl]carbamate C1(=CC=CC=C1)S(=O)(=O)N1C2=NC=C3N(C(N(C3=C2C=C1)C1CC(C1)NC(OC(C)(C)C)=O)=O)C